methyl 2-hydroxy-5-isopropyl-4-methoxybenzoate OC1=C(C(=O)OC)C=C(C(=C1)OC)C(C)C